C(C)(=O)N1CCC(CC1)(C(=O)Cl)C 1-Acetyl-4-methylpiperidine-4-carbonyl Chloride